ClC1=C(C=CC(=C1)F)N1N=CC(=C1)C(=O)N1[C@@H](C[C@@H](C1)OC1=CC(=CC=C1)B1OC(C(O1)(C)C)(C)C)C(=O)OC methyl (2S,4S)-1-[1-(2-chloro-4-fluoro-phenyl)pyrazole-4-carbonyl]-4-[3-(4,4,5,5-tetramethyl-1,3,2-dioxaborolan-2-yl)phenoxy]pyrrolidine-2-carboxylate